CC=1C=C(C=CC1O)C(C)(C)C1=CC(=C(C=C1)O)C (2,2-Bis(3-methyl-4-hydroxyphenyl))propane